C(C)(C)(C)OC(=O)N1C[C@@H]([C@@H](CC1)F)OC=1C2=C(N=C(N1)Cl)NC=C2C (3S,4R)-3-((2-chloro-5-methyl-7H-pyrrolo[2,3-d]pyrimidin-4-yl)oxy)-4-fluoropiperidine-1-carboxylic acid tert-butyl ester